monofluoromethyl ethyl phosphite P(OCF)(OCC)[O-]